NC1=NC=CC=C1C1=NC=2C(=NC(=CC2)C2=NC=C(C#N)C=C2)N1C1=CC=C(C=C1)CO 6-(2-(2-Aminopyridin-3-yl)-3-(4-(hydroxymethyl)phenyl)-3H-imidazo[4,5-b]pyridin-5-yl)nicotinonitrile